FC(C=1C=C(C=CC1)N1C(C2=CC(=CC(=C2C1)C(F)(F)F)CNC1(CCC1)C)=O)(C1=NN=CN1C)C1(COC1)F 2-(3-(fluoro(3-fluorooxetan-3-yl)(4-methyl-4H-1,2,4-triazol-3-yl)methyl)phenyl)-6-(((1-methylcyclobutyl)amino)methyl)-4-(trifluoromethyl)-isoindolin-1-one